C(=O)(O)C1C2C=CC(C1C(=O)O)C2 5,6-dicarboxynorbornene